2-octadecyl-4,5-dihydro-1,3-oxazine C(CCCCCCCCCCCCCCCCC)C=1OCCCN1